(9-(4-cyanophenyl)-9H-carbazol-3-yl)boronic acid C(#N)C1=CC=C(C=C1)N1C2=CC=CC=C2C=2C=C(C=CC12)B(O)O